(±)-trans-4-phenyl-3-{[3-(pyridin-3-yl)phenyl]carbamoyl}pyrrolidine-1-carboxylic acid tert-butyl ester C(C)(C)(C)OC(=O)N1C[C@H]([C@@H](C1)C1=CC=CC=C1)C(NC1=CC(=CC=C1)C=1C=NC=CC1)=O |r|